5-chloro-4-(6,6-difluoro-1,4-diazepan-1-yl)-2-(1H-pyrrolo[2,3-b]pyridin-3-yl)-1H-pyrimidin-6-one ClC1=C(N=C(NC1=O)C1=CNC2=NC=CC=C21)N2CCNCC(C2)(F)F